4-(3-((5-Cyclopropyl-2-((3-methyl-1-(3-morpholinopropyl)-1H-pyrazol-4-yl)amino)pyrimidin-4-yl)amino)propyl)-1,4-oxazepan-3-on C1(CC1)C=1C(=NC(=NC1)NC=1C(=NN(C1)CCCN1CCOCC1)C)NCCCN1C(COCCC1)=O